C(C)(C)(C)OC(N(CCO)CC1=C(C=CC(=C1)Cl)Cl)=O (2,5-dichloro-benzyl)-(2-hydroxy-ethyl)-carbamic acid tert-butyl ester